butyl 2-(4-(6-chloro-3-hydroxypyridazin-4-yl)piperazin-1-yl)acetate ClC1=CC(=C(N=N1)O)N1CCN(CC1)CC(=O)OCCCC